3-(2,2-dimethyl-1,2,3,4-tetrahydroquinolin-4-yl)-1-methyl-7-((4-(4-methylpiperazin-1-yl)phenyl)amino)-3,4-dihydropyrimido[4,5-d]pyrimidin-2(1H)-one CC1(NC2=CC=CC=C2C(C1)N1C(N(C2=NC(=NC=C2C1)NC1=CC=C(C=C1)N1CCN(CC1)C)C)=O)C